5-(di-tert-butylSilyl)-3-nitro-1H-pyrazole C(C)(C)(C)[SiH](C1=CC(=NN1)[N+](=O)[O-])C(C)(C)C